tert-butyl (2R,5S)-4-(5-(tert-butoxy)-2-(cyanomethyl) pyrazolo[1,5-a]pyrimidin-7-yl)-2-ethyl-5-methylpiperazine-1-carboxylate C(C)(C)(C)OC1=NC=2N(C(=C1)N1C[C@H](N(C[C@@H]1C)C(=O)OC(C)(C)C)CC)N=C(C2)CC#N